(2S,3S,4R,5R)-5-(6-(benzylamino)-2-(5-chloropyridin-3-yl)-9H-purin-9-yl)-3,4-dihydroxy-N-(2,2,2-trifluoroethyl)tetrahydrofuran-2-carboxamide C(C1=CC=CC=C1)NC1=C2N=CN(C2=NC(=N1)C=1C=NC=C(C1)Cl)[C@H]1[C@@H]([C@@H]([C@H](O1)C(=O)NCC(F)(F)F)O)O